1-(3,5-dibromophenyl)ethan-1-amine BrC=1C=C(C=C(C1)Br)C(C)N